2-bromo-4-(8,8-difluoro-6-azaspiro[3.4]oct-6-yl)pyrazolo[1,5-a]pyrazine BrC1=NN2C(C(=NC=C2)N2CC3(CCC3)C(C2)(F)F)=C1